((2-((2-bromo-2'-methyl-3'-(3-morpholinopropoxy)-[1,1'-biphenyl]-3-yl)methoxy)-4,6-dimethoxypyrimidin-5-yl)methyl)-L-alanine BrC1=C(C=CC=C1COC1=NC(=C(C(=N1)OC)CN[C@@H](C)C(=O)O)OC)C1=C(C(=CC=C1)OCCCN1CCOCC1)C